(S)-6-(2-amino-5-(2-fluoro-4-(2-isopropylmorpholino)phenyl)pyridin-3-yl)-3,4-dihydroisoquinolin-1(2H)-one NC1=NC=C(C=C1C=1C=C2CCNC(C2=CC1)=O)C1=C(C=C(C=C1)N1C[C@@H](OCC1)C(C)C)F